2,3,4,5-tetrahydro-1H-benzo[d]azepine-2-carboxylate C1C(NCCC2=C1C=CC=C2)C(=O)[O-]